N-{[3-fluoro-4-(propan-2-yl)phenyl](phenyl)methyl}-3-[2-(1H-1,2,3-triazol-5-yl)acetyl]-3-azabicyclo[3.1.0]hexane-2-carboxamide FC=1C=C(C=CC1C(C)C)C(NC(=O)C1C2CC2CN1C(CC1=CN=NN1)=O)C1=CC=CC=C1